(S)-4-((1-(4-chloro-8-(2-morpholinopyrimidin-5-yl)-1-oxo-2-phenyl-1,2-dihydroisoquinolin-3-yl)ethyl)amino)pyrido[2,3-d]pyrimidin-5(8H)-one ClC1=C(N(C(C2=C(C=CC=C12)C=1C=NC(=NC1)N1CCOCC1)=O)C1=CC=CC=C1)[C@H](C)NC=1C2=C(N=CN1)NC=CC2=O